C(CCCCCCC\C=C/CCCCCCCC)OC(CN(C(CCOCCOCCOCCOCCO[Si](C1=CC=CC=C1)(C1=CC=CC=C1)C(C)(C)C)=O)CCCCCCCC)COCCCCCCCC\C=C/CCCCCCCC N-[2,3-bis[(Z)-octadec-9-enoxy]propyl]-3-[2-[2-[2-[2-[tert-butyl(diphenyl)silyl]oxyethoxy]ethoxy]ethoxy]ethoxy]-N-octyl-propanamide